8-chloro-2-methylimidazo[1,2-a]pyridin-6-amine ClC=1C=2N(C=C(C1)N)C=C(N2)C